C12(CC3CC(CC(C1)C3)C2)CC(=O)OCCCCCCCC#CC2=CC(=CC=C2)C2=NC=3N(C(=C2)N2CCN(CC2)CCO)N=C(C3C3=CC=CC=C3)C 9-(3-(7-(4-(2-hydroxyethyl)piperazin-1-yl)-2-methyl-3-phenylpyrazolo[1,5-a]-pyrimidin-5-yl)phenyl)non-8-yn-1-yl 2-(adamantan-1-yl)acetate